(1s,3s)-3-((6-(5-(aminomethyl)-1-methyl-1H-1,2,3-triazol-4-yl)-2-methylpyridin-3-yl)oxy)cyclohexane-1-carboxylic acid methyl ester COC(=O)[C@@H]1C[C@H](CCC1)OC=1C(=NC(=CC1)C=1N=NN(C1CN)C)C